2-chloro-4-(dibenzo[b,d]thiophen-1-yl)-6-phenyl-1,3,5-triazine ClC1=NC(=NC(=N1)C1=CC=CC=2SC3=C(C21)C=CC=C3)C3=CC=CC=C3